C(C)(C)(C)C1N(CCC(C1)C1=NNC2=CC=C(C=C12)NC1=NC=CC(=N1)NC1=C(C=CC=C1)P(=O)(C)C)C(=O)O.C(C)(C)(C)OC(=O)N1CCCCC1 piperidine-1-carboxylic acid tert-butyl ester (tert-Butyl 4-(5-((4-((2-(dimethylphosphoryl)phenyl)amino)pyrimidin-2-yl)amino)-1H-indazol-3-yl)piperidin-1-carboxylate)